C(C)(C)(C)C1=CC=C(C=C1)[C@@H](C)O (R)-1-(4'-t-butylphenyl)ethanol